FC1=CC=C(CC2=C(N=C(N=N2)C)N[C@H]2[C@@H](CN(CC2)C(=O)OC(C)(C)C)C)C=C1 tert-butyl trans-4-((6-(4-fluorobenzyl)-3-methyl-1,2,4-triazin-5-yl)amino)-3-methylpiperidine-1-carboxylate